NC1CN(CC1)C1=NC(=CC=C1C=1C=NC=C(C1)C#N)N1CC=2C(=NC=CC2C1=O)C1=C(C=CC=C1OC)F 2'-(3-aminopyrrolidin-1-yl)-6'-(4-(2-fluoro-6-methoxyphenyl)-1-oxo-1,3-dihydro-2H-pyrrolo[3,4-c]pyridin-2-yl)-[3,3'-bipyridine]-5-carbonitrile